5-(2-fluoro-6-hydroxy-3-(3-vinyl-1H-pyrazol-5-yl)phenyl)-1,2,5-thiadiazolidin-3-one 1,1-dioxide FC1=C(C(=CC=C1C1=CC(=NN1)C=C)O)N1CC(NS1(=O)=O)=O